Formyl-N-CBZ-piperidine C(=O)C1N(CCCC1)C(=O)OCC1=CC=CC=C1